3-(methoxycarbonyl)-2-(trifluoromethyl)pyridine 1-oxide COC(=O)C=1C(=[N+](C=CC1)[O-])C(F)(F)F